C(C)(C)(C)N1C(C(CCCC1)C(C1=CC=CC=C1)=O)=O N-tert-butylbenzoyl-caprolactam